CC1CN(CCN1C)C1=C(C=C2C(C=CN3C2=C1OCC3C)=O)F 10-(3,4-dimethylpiperazin-1-yl)-9-fluoro-3-methyl-2H-[1,4]oxazino[2,3,4-ij]quinolin-7(3H)-one